2-({2-[(4-{imidazo[1,5-a]pyridin-8-yl}-1H-1,2,3-triazol-1-yl)methyl]imidazo[1,2-a]pyridin-6-yl}methyl)-2-azaspiro[3.3]heptane C=1N=CN2C1C(=CC=C2)C=2N=NN(C2)CC=2N=C1N(C=C(C=C1)CN1CC3(C1)CCC3)C2